iodo-3-benzylguanidine INC(=N)NCC1=CC=CC=C1